C(C)(C)(C)OC(=O)N(C(=O)OC(C)(C)C)CC=1OC=CN1 2-[(di-t-butoxycarbonylamino)methyl]oxazole